ClC=1C(=NC(=NC1)N[C@H]1CC(CN(C1)C(=O)OC(C)(C)C)(C)C)C1=CNC2=C(C(=CC=C12)C#N)S(=O)(=O)C tert-butyl (5S)-5-[[5-chloro-4-(6-cyano-7-methylsulfonyl-1H-indol-3-yl)pyrimidin-2-yl]amino]-3,3-dimethylpiperidine-1-carboxylate